C(C)(C)(C)OC(=O)N[C@H]1CS(C2=C(N(C1=O)CC1=CC=C(C=C1)Cl)C=C(C(=C2)F)C(=O)OC)(=O)=O methyl (3R)-3-(tert-butoxycarbonylamino)-5-[(4-chlorophenyl)methyl]-8-fluoro-1,1,4-trioxo-2,3-dihydro-1λ6,5-benzothiazepine-7-carboxylate